O=C1NC(CCC1C1=NN(C2=CC(=CC=C12)N[C@H]1[C@H](CC2(CN(C2)C(=O)OC(C)(C)C)CC1)C)C)=O tert-butyl (6S,7R)-7-((3-(2,6-dioxopiperidin-3-yl)-1-methyl-1H-indazol-6-yl) amino)-6-methyl-2-azaspiro[3.5]nonane-2-carboxylate